7-(2-(5-cyclopropyl-3-(2,6-dichlorophenyl)isoxazol-4-yl)-7-azaspiro[3.5]non-1-en-7-yl)isoquinoline-3-carboxylic acid C1(CC1)C1=C(C(=NO1)C1=C(C=CC=C1Cl)Cl)C1=CC2(C1)CCN(CC2)C2=CC=C1C=C(N=CC1=C2)C(=O)O